4-{4-(trifluoromethyl)phenoxy}quinoline-8-carbonitrile FC(C1=CC=C(OC2=CC=NC3=C(C=CC=C23)C#N)C=C1)(F)F